1,1'-(methylenedi-p-phenylene)-bis-(3,3-dimethylurea) C(C1=CC=C(C=C1)NC(=O)N(C)C)C1=CC=C(C=C1)NC(=O)N(C)C